P(=O)(OCC(C)NC(C=C)=O)([O-])[O-] 2-acrylamidopropyl phosphate